tert-Butyl (2S,4S)-2-phenyl-4-(2,2,2-trifluoro-N-methylacetamido)piperidine-1-carboxylate C1(=CC=CC=C1)[C@H]1N(CC[C@@H](C1)N(C(C(F)(F)F)=O)C)C(=O)OC(C)(C)C